ammonium peroxysilicate [Si]([O-])([O-])([O-])O[O-].[NH4+].[NH4+].[NH4+].[NH4+]